C1(CC1)C1=NC=NC(=C1C1=NC=2N(CCN(C2C=N1)C)CC1=CC(=C(C=C1)N1N=C(C=C1C)C(F)(F)F)F)OC 2-(4-cyclopropyl-6-methoxypyrimidin-5-yl)-5-methyl-8-(3-fluoro-4-(5-methyl-3-(trifluoromethyl)-1H-pyrazol-1-yl)benzyl)-7,8-dihydropteridin